FC(=C(C(C(C(F)(F)F)(F)F)(F)F)F)OC(=C(F)C(C(C(F)(F)F)(F)F)(F)F)F perfluoropropylvinyl ether